C(C1=CC=CC=C1)OC=1C=C(C=CC1)N1C(N(C2=CC=CC=C2C1=O)CC1=CC=C(C=C1)C=1C=NN(C1)COCC[Si](C)(C)C)=O 3-(3-(benzyloxy)phenyl)-1-(4-(1-((2-(trimethylsilyl)ethoxy)methyl)-1H-pyrazole-4-yl)benzyl)quinazoline-2,4(1H,3H)-dione